C(C)(C)(C)C1=NOC(=N1)C(=O)NCC1=C(C=C(C=C1)C1=C(C(=NC=C1)N)N)F 3-(tert-butyl)-N-(4-(2,3-diaminopyridin-4-yl)-2-fluorobenzyl)-1,2,4-oxadiazole-5-carboxamide